2-[2-(aminomethyl)-3,3-difluoro-allyl]-4-[4-[6-(trifluoromethyl)-3-pyridinyl]-2-pyridinyl]-1,2,4-triazol-3-one NCC(CN1N=CN(C1=O)C1=NC=CC(=C1)C=1C=NC(=CC1)C(F)(F)F)=C(F)F